5-[(4R,9aR)-4-methyl-8-(6-methyl-2-piperazin-1-yl-pyrimidin-4-yl)-3,4,6,7,9,9a-hexahydro-1H-pyrazino[1,2-a]pyrazin-2-yl]quinoline-8-carbonitrile C[C@@H]1CN(C[C@H]2N1CCN(C2)C2=NC(=NC(=C2)C)N2CCNCC2)C2=C1C=CC=NC1=C(C=C2)C#N